CN(C(OC(C)(C)C)=O)CCCOCCCC1=CC=CC=2N(C(N(C21)C)=O)C2C(N(C(CC2)=O)C)=O 1-Tert-butyl N-methyl-N-[3-[3-[3-methyl-1-(1-methyl-2,6-dioxo-3-piperidyl)-2-oxo-benzimidazol-4-yl]propoxy]propyl]carbamate